ruthenium (II) carbonyl chloride hydride C(=O)Cl.[Ru+2]